C(=C\\C(=O)O)\\C=C/C(=O)O The molecule is the cis,cis-isomer of muconic acid. It is produced during the degradation of chlorobenzene by bacteria like Bacillus. It has a role as a bacterial xenobiotic metabolite. It is a conjugate acid of a (2Z,4Z)-5-carboxypenta-2,4-dienoate.